1-(benzyloxy)-4-bromo-2-nitrobenzene C(C1=CC=CC=C1)OC1=C(C=C(C=C1)Br)[N+](=O)[O-]